2-allyl-1-(6-(2-hydroxypropan-2-yl)pyridin-2-yl)-6-(spiro[cyclopropane-1,1'-isoindol]-6'-ylamino)-1,2-dihydro-3H-pyrazolo[3,4-d]pyrimidin-3-one C(C=C)N1N(C2=NC(=NC=C2C1=O)NC1=CC=C2C=NC3(C2=C1)CC3)C3=NC(=CC=C3)C(C)(C)O